2-Hydroxy-3-(trimethylammonio)propylether OC(COCC(C[N+](C)(C)C)O)C[N+](C)(C)C